2-({[(9H-fluoren-9-yl)methoxy]carbonyl}[(1-methyl-1H-indol-7-yl)methyl]amino)acetic acid C1=CC=CC=2C3=CC=CC=C3C(C12)COC(=O)N(CC(=O)O)CC=1C=CC=C2C=CN(C12)C